N-tert-butyloxycarbonyl-3-hydroxyazetidine C(C)(C)(C)OC(=O)N1CC(C1)O